tert-Butyl N-(4-chloro-3-cyano-7-methyl-thieno[3,2-c]pyridin-2-yl)carbamate tert-Butyl-N-(4-chloro-7-methyl-thieno[3,2-c]pyridin-2-yl)carbamate C(C)(C)(C)OC(NC1=CC=2C(=NC=C(C2S1)C)Cl)=O.ClC1=NC=C(C2=C1C(=C(S2)NC(OC(C)(C)C)=O)C#N)C